N[C@@H](C(=O)O)C(C(C)C)(F)F (S)-2-amino-3,3-difluoro-4-methylpentanoic acid